COC1=C2C=CNC(C2=CC=C1)=O 5-methoxy-2H-isoquinoline-1-one